3-[2-[ethyl-(methyl)amino]ethyl]-1H-indol-4-ol C(C)N(CCC1=CNC=2C=CC=C(C12)O)C